(R)-5-chloro-2-((1-(3-(6-(4-fluorophenyl)pyridin-3-yl)-2,7-dimethyl-1-oxo-1,2-dihydroisoquinolin-5-yl)ethyl)amino)benzoic acid ClC=1C=CC(=C(C(=O)O)C1)N[C@H](C)C1=C2C=C(N(C(C2=CC(=C1)C)=O)C)C=1C=NC(=CC1)C1=CC=C(C=C1)F